[(2-chloro-4-nitrophenyl)azo]2-naphthol ClC1=C(C=CC(=C1)[N+](=O)[O-])N=NC1=C(C=CC2=CC=CC=C12)O